C(C)OC(=O)C=1OC2=C(C1C)C=C(C=C2)S(N(CCC2=CC=CC=C2)C2=CC(=C(C=C2)N2CCN(CC2)C(=O)OC(C)(C)C)C(F)(F)F)(=O)=O 3-methyl-5-(N-(4-(4-(tert-butoxycarbonyl)piperazin-1-yl)-3-(trifluoromethyl)phenyl)-N-phenethylsulfamoyl)benzofuran-2-carboxylic acid ethyl ester